methyl 2-(hydroxymethyl)-[1,2,4]triazolo[1,5-a]pyridine-7-carboxylate OCC1=NN2C(C=C(C=C2)C(=O)OC)=N1